1-(5-{[(5-Chlorothiophen-2-yl)methyl]amino}-3-[1-(oxetan-3-ylmethyl)piperidin-4-yl]-1H-pyrazol-1-yl)-2,2-dimethylpropan-1-on ClC1=CC=C(S1)CNC1=CC(=NN1C(C(C)(C)C)=O)C1CCN(CC1)CC1COC1